CC(C=C(C(C1=CC=C(C=C1)N)C1=CC=C(C=C1)N)C1=CC=C(C=C1)N)(C)C1=CC=C(C=C1)N 4-methyl-2,4-bis(p-aminophenyl)bis(p-aminophenyl)-2-pentene